ClC1=CC=C(C=C1)CC1=NC2=C(N1)C=CC=C2 2-[(4-chlorophenyl)methyl]-1H-benzimidazole